C1(CC1)C#C[Si](C)(C)C 2-cyclopropylethynyl(trimethyl)silane